N-[8-fluoro-2-methylimidazo[1,2-a]-pyridin-6-yl]-5-(3-methylpiperazin-1-yl)-thiophene-2-carboxamide FC=1C=2N(C=C(C1)NC(=O)C=1SC(=CC1)N1CC(NCC1)C)C=C(N2)C